ClC=1C(=CC2=C(NC(=N2)[C@H](CCN2CCOCC2)C2=CC=C(C=C2)S(=O)(=O)CC2CC2)C1)C1=C(C=CC=C1)OC(F)F |o1:9| (R or S)-4-(3-(6-chloro-5-(2-(difluoromethoxy)phenyl)-1H-benzo[d]imidazol-2-yl)-3-(4-((cyclopropylmethyl)sulfonyl)phenyl)propyl)morpholine